trans-4-(2-(1H-Imidazol-4-yl)acetamido)-N-(3-(2-cyclopropylthiazol-5-yl)phenyl)-N-((trans-4-(4-methoxy-3-methylphenyl)cyclohexyl)methyl)cyclohexanecarboxamide N1C=NC(=C1)CC(=O)N[C@@H]1CC[C@H](CC1)C(=O)N(C[C@@H]1CC[C@H](CC1)C1=CC(=C(C=C1)OC)C)C1=CC(=CC=C1)C1=CN=C(S1)C1CC1